BrC1=CC=2N(C3=CC=C(C=C3C2C=C1)C(C)(C)C)C1=NC=CC(=C1)C(C)(C)C 2-bromo-6-(tert-butyl)-9-(4-(tert-butyl)pyridin-2-yl)-9H-carbazole